tert-butyl 9-(5-(2-cyclopentylacetyl)-4,5,6,7-tetrahydrothiazolo[5,4-c]pyridin-2-yl)-3,9-diazabicyclo[3.3.1]nonane-3-carboxylate C1(CCCC1)CC(=O)N1CC2=C(CC1)N=C(S2)N2C1CN(CC2CCC1)C(=O)OC(C)(C)C